IC1=NN(C2=CC(=CC=C12)\C=C/1\C(NCC12CCN(CC2)C(=O)OC(C)(C)C)=O)C2OCCCC2 tert-Butyl (E)-4-((3-iodo-1-(tetrahydro-2H-pyran-2-yl)-1H-indazol-6-yl)methylene)-3-oxo-2,8-diazaspiro[4.5]decane-8-carboxylate